Ethyl (E)-3-[5-[(6-amino-2-pyridyl)sulfonylcarbamoyl]-2-tert-butyl-6-[(4S)-2,2,4-trimethylpyrrolidin-1-yl]-3-pyridyl]prop-2-enoate NC1=CC=CC(=N1)S(=O)(=O)NC(=O)C=1C=C(C(=NC1N1C(C[C@@H](C1)C)(C)C)C(C)(C)C)/C=C/C(=O)OCC